COCCCOC=1N=CC(=NC1)C=1C=C(C=CC1)C(C(=O)O)(C)C 2-(3-(5-(3-methoxypropoxy)pyrazin-2-yl)phenyl)-2-methylpropanoic acid